7-(benzyloxy)heptane-1-ol C(C1=CC=CC=C1)OCCCCCCCO